C1=CC=C(C=C1)C([C@](C(=O)O)(N(F)F)F)(F)F pentafluoro-D-phenylalanine